3-[tert-butoxycarbonyl-(methyl)amino]-5-chloro-3,4-dihydro-2H-thieno[3,4-b]pyran-7-carboxylic acid C(C)(C)(C)OC(=O)N(C1CC=2C(OC1)=C(SC2Cl)C(=O)O)C